tert-butyl 3-(((5-(2-(cyclopropanecarboxamido)pyrazolo[1,5-a]pyridin-5-yl)-1-methyl-1H-pyrazol-4-yl)oxy)methyl)-3-methoxyazetidine-1-carboxylate C1(CC1)C(=O)NC1=NN2C(C=C(C=C2)C2=C(C=NN2C)OCC2(CN(C2)C(=O)OC(C)(C)C)OC)=C1